(R)-3-(difluoromethyl)-1-(5-((3-(4-methyl-1-oxo-1,3-dihydroisobenzofuran-5-yl)piperazin-1-yl)methyl)pyrimidin-2-yl)-1H-pyrazole-4-carbonitrile FC(C1=NN(C=C1C#N)C1=NC=C(C=N1)CN1C[C@H](NCC1)C=1C(=C2COC(C2=CC1)=O)C)F